[Ga+3].C[N-]C.C[N-]C.C[N-]C tris(dimethylamide) gallium(III)